1-(3,4-difluorophenyl)-3-(4-fluoro-3-(3-(pyrrolidin-1-yl)quinoxaline-6-carbonyl)phenyl)urea FC=1C=C(C=CC1F)NC(=O)NC1=CC(=C(C=C1)F)C(=O)C=1C=C2N=C(C=NC2=CC1)N1CCCC1